N1(N=CC=C1)CC1=CC=C(N(C1=O)C)C(=O)O 5-((1H-pyrazol-1-yl)methyl)-1-methyl-6-oxo-1,6-dihydropyridine-2-carboxylic acid